C[Si]1(CCC(CC1)NC(=O)C1=CC2=C(N=C(S2)C2=CC=NC=C2)N1)C N-(1,1-dimethylsilinan-4-yl)-2-(4-pyridyl)-4H-pyrrolo[2,3-d]thiazole-5-carboxamide